N-(8-Bromo-[1,2,4]triazolo[4,3-a]pyridin-6-yl)-2-(4-isopropyl-1-oxo-6-(trifluoromethyl)phthalazin-2(1H)-yl)acetamide BrC=1C=2N(C=C(C1)NC(CN1C(C3=CC=C(C=C3C(=N1)C(C)C)C(F)(F)F)=O)=O)C=NN2